FC(COC(C(N1[C@H](CC[C@@H](C1)C)C1=CC2=CC=CC=C2C=C1)=O)=O)(F)F.C[C@H]1CC[C@@H](N(C1)C(C(=O)N)=O)C1=CC2=CC=CC=C2C=C1 2-((2R,5S)-5-methyl-2-(naphthalen-2-yl)piperidin-1-yl)-2-oxoacetamide 2,2,2-Trifluoroethyl-2-oxo-2-[(2R,5S)-5-methyl-2-(2-naphthyl)-1-piperidyl]acetate